tetrahydropyrazine-1(2H)-carboxamide N1(CCNCC1)C(=O)N